N-(7-(2-((tert-butyldimethylsilyl)oxy)ethyl)-3-fluoro-4-methyl-8-oxo-5,6,7,8-tetrahydronaphthalen-1-yl)acetamide [Si](C)(C)(C(C)(C)C)OCCC1CCC=2C(=C(C=C(C2C1=O)NC(C)=O)F)C